OC1(CC=C(C=C1)C(C)(C)C1=CCC(C=C1)(O)O)O 2,2-bis(4,4'-dihydroxyphenyl)propane